ClC(CC(=O)OC[C@@H](CC[C@@H](C)OC)C(C)C)C1=CC=CC=C1 (1R,2S,5R)-2-isopropyl-5-methoxyhexyl 3-chloro-3-phenylpropanoate